ClC=1C=CC(=C(N)C1)N1N=CN=C1 5-chloro-2-(1H-1,2,4-triazol-1-yl)aniline